glycerin stearate lactate C(C(O)C)(=O)O.C(CCCCCCCCCCCCCCCCC)(=O)O.OCC(O)CO